[4-(2-{2-[3-(5-tert-Butyl-2-p-tolyl-2H-pyrazol-3-yl)-ureido]-thiazol-5-yl}-ethyl)-pyridin-2-yl]-carbamic acid benzyl ester C(C1=CC=CC=C1)OC(NC1=NC=CC(=C1)CCC1=CN=C(S1)NC(=O)NC=1N(N=C(C1)C(C)(C)C)C1=CC=C(C=C1)C)=O